C1(=CC=CC=C1)C1=NC(=NC(=N1)NC1=CC=NC=C1)NCCC(F)(F)F phenyl-N2-(pyridin-4-yl)-N4-(3,3,3-trifluoropropyl)-1,3,5-triazine-2,4-diamine